C(C)[C@H]1OC2=CC=3C=CC=NC3C=C2CN(C1)CC=1C=C(C=CC1C)C(C(C(=O)OC)(C)C)C1=CC2=C(N(N=N2)C)C=C1 methyl 3-(3-(((R)-2-ethyl-2,3-dihydro-[1,4]oxazepino[7,6-g]quinolin-4(5H)-yl)methyl)-4-methylphenyl)-2,2-dimethyl-3-(1-methyl-1H-benzo[d][1,2,3]triazol-5-yl)propanoate